C(C)(C)(C)OC(=O)NC1=CC(=C(C(=O)O)C=C1)O 4-((tert-Butoxycarbonyl)amino)-2-hydroxybenzoic acid